(R)-6-(5-((3-(4-methyl-1-oxo-1,3-dihydroisobenzofuran-5-yl)piperazin-1-yl)methyl)-1,3,4-oxadiazol-2-yl)pyridine-3-carbonitrile CC1=C2COC(C2=CC=C1[C@@H]1CN(CCN1)CC1=NN=C(O1)C1=CC=C(C=N1)C#N)=O